2-(3'-((3r,5r,7r)-adamantan-1-yl)-2'-methoxy-4,5'-dimethyl-[1,1'-biphenyl]-2-yl)pyridine tert-butyl-(S)-3-(((tert-butoxy)carbonyl)amino)-4-hydroxybutyrate C(C)(C)(C)OC(C[C@@H](CO)NC(=O)OC(C)(C)C)=O.C12(CC3CC(CC(C1)C3)C2)C=2C(=C(C=C(C2)C)C2=C(C=C(C=C2)C)C2=NC=CC=C2)OC